Ethyl-(2'-trimethylammonioethyl phosphorylethyl) fumarate C(\C=C\C(=O)[O-])(=O)OCC(=P(=O)CC[N+](C)(C)C)CC